3-((1s,4s)-4-(8-(5-cyclopropyl-2-ethoxy-4-(5-fluoropyridin-2-yl)benzyl)-2-oxo-1-oxa-3,8-diazaspiro[4.5]decan-3-yl)-1-methylcyclohexanecarboxamido)propane-1-sulfonic acid C1(CC1)C=1C(=CC(=C(CN2CCC3(CN(C(O3)=O)C3CCC(CC3)(C(=O)NCCCS(=O)(=O)O)C)CC2)C1)OCC)C1=NC=C(C=C1)F